[4-(bromomethyl)-3-fluoro-phenyl]-pentafluoro-λ6-sulfane BrCC1=C(C=C(C=C1)S(F)(F)(F)(F)F)F